6-Amino-2-mercaptopyrimidin-4-ol NC1=CC(=NC(=N1)S)O